8-(1-Butoxyvinyl)-6-chloro-3-cyclopropyl-2-(tetrahydro-2H-pyran-4-yl)quinazolin-4(3H)-one C(CCC)OC(=C)C=1C=C(C=C2C(N(C(=NC12)C1CCOCC1)C1CC1)=O)Cl